CC(=CCC=1C(=C(C(=CC1O)CCCCC)S(=O)(=O)NC(CC=1OC=CC1)=O)O)CCC=C(C)C N-((3-(3,7-dimethylocta-2,6-dien-1-yl)-2,4-dihydroxy-6-pentylphenyl)sulfonyl)-2-(furan-2-yl)acetamide